NC1=C(C(NC2=C(C=CC=C12)C1=C(C=CC(=C1)OCC1=CN=NC=C1)F)=O)C(=O)NCCC 4-amino-8-[2-fluoro-5-(pyridazin-4-ylmethoxy)phenyl]-2-oxo-N-propyl-1H-quinoline-3-carboxamide